ClC=1C(=C(C=O)C=C(C1)C(C)(C)C1=CC=C(C=C1)O)OCCCl 3-chloro-2-(2-chloroethoxy)-5-(2-(4-hydroxyphenyl)propan-2-yl)benzaldehyde